C(C)(=O)N1CC2(C1)CCN(CC2)C(=O)[C@@H](CCCCN)NC([C@@H](CC(C)C)NC([C@@H](CC2=CC=CC=C2)NC([C@@H](CC2=CC=CC=C2)N)=O)=O)=O (2R)-N-[(1R)-1-(2-acetyl-2,7-diazaspiro[3.5]nonane-7-carbonyl)-5-amino-pentyl]-2-[[(2R)-2-[[(2R)-2-amino-3-phenyl-propanoyl]amino]-3-phenyl-propanoyl]amino]-4-methyl-pentanamide